Tert-butyl (4-(bromomethyl)phenyl)carbamate BrCC1=CC=C(C=C1)NC(OC(C)(C)C)=O